methyl-D-alanine benzyl ester HCl Cl.C(C1=CC=CC=C1)OC([C@H](NC)C)=O